ClC(CC1=NC2(C(N1)=O)CCCC2)CC 2-chlorobutyl-1,3-diazaspiro-[4.4]non-1-en-4-one